6-methyl-N-(3-(4-(pyridin-3-yl)phenyl)propyl)-2-(trifluoromethyl)thieno[2,3-d]pyrimidin-4-amine CC1=CC2=C(N=C(N=C2NCCCC2=CC=C(C=C2)C=2C=NC=CC2)C(F)(F)F)S1